1H-indole-3-one N1CC(C2=CC=CC=C12)=O